C(CCCCCCCCCCCCCCC(C)C)(=O)NCCC(C(=O)O)N(C)C isostearamidoethyl-dimethylaminoacetic acid